N-[2-[5-[(3,4-dichlorophenyl)-methylamino]-7-oxo-6H-pyrazolo[4,3-d]pyrimidin-1-yl]ethyl]-3,5-dimethyl-isoxazole-4-carboxamide ClC=1C=C(C=CC1Cl)N(C=1NC(C2=C(N1)C=NN2CCNC(=O)C=2C(=NOC2C)C)=O)C